N[C@@H](CCC(N)=O)C(=O)N[C@@H](CCCCN)C(=O)O glutaminyl-lysine